O=C1N(CCOC1)C=1C=C(C=CC1)S(=O)(=O)NC1=C(N=CS1)C(=O)O 5-[3-(3-oxo-morpholin-4-yl)phenylsulfonylamino]-1,3-thiazole-4-carboxylic acid